6-(4,4-difluoro-1-piperidyl)pyridin-2-amine FC1(CCN(CC1)C1=CC=CC(=N1)N)F